OC1=CC(=NN1C1=NC=C(C=C1)C(F)(F)F)C(=O)O 5-Hydroxy-1-(5-(trifluoromethyl)pyridin-2-yl)-1H-pyrazole-3-carboxylic acid